N[C@@H]1C2=CC=CC=C2CC12CCN(CC2)C=2C(=NC(=C(N2)C)C2=C(C(=CC=C2)Cl)Cl)C#N (S)-3-(1-amino-1,3-dihydrospiro[indene-2,4'-piperidine]-1'-yl)-6-(2,3-dichlorophenyl)-5-methylpyrazine-2-carbonitrile